(e)-2-(4-bromopyridin-2-yl)-2-(hydroxyimino)acetate BrC1=CC(=NC=C1)\C(\C(=O)[O-])=N/O